2-(2-fluoro-4-iodoanilino)-1-methyl-6-oxopyridine FC1=C(NC=2N(C(C=CC2)=O)C)C=CC(=C1)I